dimethyl-1,2,4-thiadiazine 1,1-dioxide CC=1N=C(NS(C1)(=O)=O)C